4-(4-(ethylsulfonamido)-3-(trifluoromethyl)phenyl)-1H-pyrrolo[2,3-b]pyridin C(C)S(=O)(=O)NC1=C(C=C(C=C1)C1=C2C(=NC=C1)NC=C2)C(F)(F)F